ClC1=C(C=CC=2C=3C(CN(C3C=CC21)C(N)=N)C)F 6-chloro-7-fluoro-1-methyl-1,2-dihydro-3H-benzo[e]indole-3-carboximidamide